N-(t-butyloxycarbonyl)-β-alanine C(C)(C)(C)OC(=O)NCCC(=O)O